C(C)S(=O)(=O)N[C@@H](C(=O)N1[C@@H]([C@H]2C([C@H]2C1)(C)C)C(=O)O)C(C)(C)C (1R,2S,5S)-3-((R)-2-(ethylsulfonamido)-3,3-dimethylbutanoyl)-6,6-dimethyl-3-azabicyclo[3.1.0]hexane-2-carboxylic acid